ytterbium-yttrium oxide [O-2].[Y+3].[Yb+3].[O-2].[O-2]